N(=[N+]=[N-])CCC[C@H]1[C@@H](O[C@H]2[C@H]1O[Si](O[Si](OC2)(C(C)C)C(C)C)(C(C)C)C(C)C)N2C(NC(C=C2)=O)=O 1-((6aR,8R,9R,9aS)-9-(3-azidopropyl)-2,2,4,4-tetraisopropyltetrahydro-6H-furo[3,2-f][1,3,5,2,4]trioxadisilocin-8-yl)pyrimidine-2,4(1H,3H)-dione